2-(3-chloro-1-phenylpropoxy)tetrahydro-2H-pyran ClCCC(OC1OCCCC1)C1=CC=CC=C1